C(C)[N+](CCCOC=1C(=CC2=C(N=C(S2)CNC(=O)C2(CC3=CC=CC=C3C2)CC(=O)[O-])C1)OC)(C)CC 2-[2-[[5-[3-[diethyl(methyl)ammonio]propoxy]-6-methoxy-1,3-benzothiazol-2-yl]methylcarbamoyl]indan-2-yl]acetate